FC1CN(CCC1NC1=CC=CC2=C1SC=C2CC(F)(F)F)C (Z)-3-fluoro-1-methyl-N-(3-(2,2,2-trifluoroethyl)benzo[b]thiophen-7-yl)piperidin-4-amine